IC1=CC(=C(C=C1)C=1OC(=NN1)C1=NC(=NC(=C1)C)N1CCC(CC1)C(F)(F)F)N1CCC2(CC2)CC1 2-(4-iodo-2-(6-azaspiro[2.5]octan-6-yl)phenyl)-5-(6-methyl-2-(4-(trifluoromethyl)piperidine-1-yl)pyrimidin-4-yl)-1,3,4-oxadiazole